C(C1=CC=CC=C1)OC1CC(C1)C1=NN(C2=C1C=NC(=C2)Cl)C2=NC(=CC(=C2)C)[C@]2(COCC2)OC (R)-3-(3-(benzyloxy)cyclobutyl)-6-chloro-1-(6-(3-methoxytetrahydrofuran-3-yl)-4-methylpyridin-2-yl)-1H-pyrazolo[4,3-c]pyridine